C(C)(C)C1=CC=C(C=C1)N1N=C2CCNC(C3C2=C1CCN3C(=O)OCC[Si](C)(C)C)C 2-(trimethylsilyl)ethyl 2-(4-isopropylphenyl)-6-methyl-2,3,4,5a,6,7,8,9-octahydro-5H-1,2,5,7-tetraazabenzo[cd]azulene-5-carboxylate